CC(C)C(C#CC(C)C)=O 2,6-DIMETHYLHEPT-4-yn-3-one